CN1C=NC(=C1)C1CCN(CC1)C(=O)OC(C)(C)C tert-Butyl 4-(1-methyl-1H-imidazol-4-yl)piperidine-1-carboxylate